ClC1=CC(=C(C=N1)NC(=O)C1(CN(C1)C(CC=1C(=NNC1)O)=O)C1=C(C=CC=C1)C(C)C)OC N-(6-chloro-4-methoxypyridin-3-yl)-1-(2-(3-hydroxy-1H-pyrazol-4-yl)acetyl)-3-(2-isopropylphenyl)azetidine-3-carboxamide